5-(ethoxymethyl-d2)pyrimidine-2,4-diol C(C)OC(C=1C(=NC(=NC1)O)O)([2H])[2H]